4-(4-(((R)-4-(4-chlorophenyl)-2-methylpiperazin-1-yl)methyl)benzylamino)-2-(2,6-dioxopiperidin-3-yl)isoindoline-1,3-dione ClC1=CC=C(C=C1)N1C[C@H](N(CC1)CC1=CC=C(CNC2=C3C(N(C(C3=CC=C2)=O)C2C(NC(CC2)=O)=O)=O)C=C1)C